C(C1=CC=CC=C1)C1C(CCC1)=O 2-benzylcyclopentan-1-one